C(#N)C(C)C=1C=C(C(=O)NC2=CC(=C(C=C2)C)N2N=CC(=C2)C=2C=NC=CC2OCCN2CCOCC2)C=CC1 3-(1-cyanoethyl)-N-(4-methyl-3-(4-(4-(2-morpholinoethoxy)pyridin-3-yl)-1H-pyrazol-1-yl)phenyl)benzamide